(S)-5-Fluoro-4-[6-fluoro-2-(5-fluoro-2-pyridyl)-6-(methoxymethyl)-5,7-dihydro-4H-pyrazolo[1,5-a]pyridin-3-yl]-1H-pyrazolo[3,4-b]pyridine FC=1C(=C2C(=NC1)NN=C2)C=2C(=NN1C2CC[C@](C1)(COC)F)C1=NC=C(C=C1)F